2-[4-(5-cyano-4-oxo-1H-1,6-naphthyridin-2-yl)-5-methyl-2-(trifluoromethyl)phenyl]-2-methyl-propanoic acid C(#N)C1=C2C(C=C(NC2=CC=N1)C1=CC(=C(C=C1C)C(C(=O)O)(C)C)C(F)(F)F)=O